1-(4-bromophenyl)-2-(4-(8-chloro-5,6-dihydro-11H-benzo-[5,6]cyclohepta[1,2-b]pyridin-11-ylidene)-piperidin-1-yl)ethan-1-ol BrC1=CC=C(C=C1)C(CN1CCC(CC1)=C1C2=C(CCC=3C1=NC=CC3)C=C(C=C2)Cl)O